C1(CC1)NC(=O)C1=CC(=C(N=N1)C(NOCC)=O)NC=1C(=C(C=CC1)C1=NN(C=N1)CCCC(=O)O)OC 4-(3-(3-((6-(cyclopropylcarbamoyl)-3-(ethoxycarbamoyl)pyridazin-4-yl)amino)-2-methoxyphenyl)-1H-1,2,4-triazol-1-yl)butyric acid